(3R,4S)-1-[6-[1-(3-cyanocyclobutyl)pyrazol-4-yl]-3-fluoropyrazolo[1,5-a]pyrazin-4-yl]-3-cyclopropyl-4-methyl-2-oxopyrrolidine-3-carbonitrile C(#N)C1CC(C1)N1N=CC(=C1)C=1N=C(C=2N(C1)N=CC2F)N2C([C@]([C@@H](C2)C)(C#N)C2CC2)=O